C(C)N1C[C@@H](CCC1)NC=1C(N(C(=NN1)C1=C(C=C(C=C1)C(F)(F)F)O)C)=O 6-[[(3R)-1-Ethyl-3-piperidyl]amino]-3-[2-hydroxy-4-(trifluoromethyl)phenyl]-4-methyl-1,2,4-triazin-5-on